C([C@@H](C(=O)O)N)O The molecule is the L-enantiomer of serine. It has a role as a human metabolite, an algal metabolite, a Saccharomyces cerevisiae metabolite, an Escherichia coli metabolite and a mouse metabolite. It is a serine family amino acid, a proteinogenic amino acid, a L-alpha-amino acid and a serine. It is a conjugate base of a L-serinium. It is a conjugate acid of a L-serinate. It is an enantiomer of a D-serine. It is a tautomer of a L-serine zwitterion.